2-allyl-4,5-difluorobenzoic acid methyl ester COC(C1=C(C=C(C(=C1)F)F)CC=C)=O